4-((2-Methoxyethyl)amino)-1-phenyl-7-(trifluoromethyl)quinazolin-2(1H)-one COCCNC1=NC(N(C2=CC(=CC=C12)C(F)(F)F)C1=CC=CC=C1)=O